BrC1=CC(=C(C(=C1OC)OC)OC)Br 1,3-dibromo-4,5,6-trimethoxybenzene